(S)-(5-Fluoropyridin-3-yl)((2R,5R)-5-(4-methoxyphenyl)pyrrolidin-2-yl)methanol FC=1C=C(C=NC1)[C@H](O)[C@@H]1N[C@H](CC1)C1=CC=C(C=C1)OC